Ethyl 6-(2-((2-(2-(trifluoromethoxy)phenyl)-1H-benzo[d]imidazol-1-yl)methyl)phenoxy)hexanoate FC(OC1=C(C=CC=C1)C1=NC2=C(N1CC1=C(OCCCCCC(=O)OCC)C=CC=C1)C=CC=C2)(F)F